C(#N)C(CN(C(OC(C)(C)C)=O)C1=C(C=CC2=CC=C(C=C12)C1=NC(=NC=C1)C(NC)=O)OC)=C tert-butyl N-(2-cyanoallyl)-N-[2-methoxy-7-[2-(methylcarbamoyl)pyrimidin-4-yl]-1-naphthyl]carbamate